methyl ((benzyloxy)carbonyl)-L-lysinate hydrochloride Cl.C(C1=CC=CC=C1)OC(=O)N[C@@H](CCCCN)C(=O)OC